3-(N-(4-bromo-2,5-difluorophenyl)sulfamoyl)pyrazolo[1,5-a]pyridine-6-carboxamide BrC1=CC(=C(C=C1F)NS(=O)(=O)C=1C=NN2C1C=CC(=C2)C(=O)N)F